O1C(=NC2=C1C=CC=C2)C=2N=C(N(C(C2O)=O)C)N2[C@H](C1=CC(=CC=C1CC2)C(=O)O)C2=C(C=CC=C2)C#N (R)-2-(4-(benzo[d]oxazol-2-yl)-5-hydroxy-1-methyl-6-oxo-1,6-dihydropyrimidin-2-yl)-1-(2-cyanophenyl)-1,2,3,4-tetrahydroisoquinoline-7-carboxylic acid